C(C)(C)(C)OC(=O)N1CC(C1)OC1=C(N=CC2=CC=C(C=C12)Br)C 3-((6-Bromo-3-methylisoquinolin-4-yl)oxy)azetidine-1-carboxylic acid tert-butyl ester